3-phenyl-2-(benzenesulfonyl)oxaziridine C1(=CC=CC=C1)C1N(O1)S(=O)(=O)C1=CC=CC=C1